N[C@@H](C(F)(F)F)C1=CC(=NC=C1)C(=O)NC1=CC(=C(C=C1)C)C=1C=NC2=CC(=NC=C2C1)NC (R)-4-(1-amino-2,2,2-trifluoroethyl)-N-(4-methyl-3-(7-(methylamino)-1,6-naphthyridin-3-yl)phenyl)picolinamide